ClC=1C=C(C=CC1OC)/C=C/C(=O)OC methyl (2E)-3-(3-chloro-4-methoxyphenyl)prop-2-enoate